C(C1=CC=CC=C1)O[C@@H]1[C@H](C([C@H]([C@@H]([C@H]1OCC1=CC=CC=C1)OCC1=CC=CC=C1)C1=CC(=C(C=C1)Cl)CC1=CC=C(C=C1)OCC)=O)COCC1=CC=CC=C1 (2R,3R,4R,5S,6S)-3,4,5-tris(benzyloxy)-2-((benzyloxy)methyl)-6-(4-chloro-3-(4-ethoxybenzyl)phenyl)cyclohexanone